(3S,4S)-1-Cyclohexyl-4-{[5-(2,4-difluoro-phenyl)-isoxazole-3-carbonyl]-amino}-piperidine-3-carboxylic acid ((1S)-2-ethoxy-1-methyl-ethyl)-amide C(C)OC[C@H](C)NC(=O)[C@H]1CN(CC[C@@H]1NC(=O)C1=NOC(=C1)C1=C(C=C(C=C1)F)F)C1CCCCC1